C(C)C1OCCCO1 2-ethyl-1,3-dioxane